2-[4-(trifluoromethyl)phenyl]ethan-1-one FC(C1=CC=C(C=C1)CC=O)(F)F